2-(2-(2-(3-(but-3-yn-1-yl)-3H-diazirin-3-yl)ethoxy)phenyl)-N-(3-(piperidin-1-yl)propyl)benzo[d]imidazo[2,1-b]thiazole-7-carboxamide hemi-formate C(=O)O.C(CC#C)C1(N=N1)CCOC1=C(C=CC=C1)C=1N=C2SC3=C(N2C1)C=CC(=C3)C(=O)NCCCN3CCCCC3.C(CC#C)C3(N=N3)CCOC3=C(C=CC=C3)C=3N=C1SC2=C(N1C3)C=CC(=C2)C(=O)NCCCN2CCCCC2